OCC1CN(C1)CC1=CC=C(C=N1)C#CC1=CC=C(C=C1)C1=CC(=NO1)CN1C=NC=C1 1-((5-(4-((6-((3-(hydroxymethyl)azetidin-1-yl)methyl)pyridin-3-yl)ethynyl)phenyl)isoxazol-3-yl)methyl)-1H-imidazol